tert-butyl 4-((2-(4-cyclopropyl-6-methoxypyrimidin-5-yl)-7-oxopyrido[2,3-d]pyrimidin-8(7H)-yl)methyl)piperidine-1-carboxylate C1(CC1)C1=NC=NC(=C1C=1N=CC2=C(N1)N(C(C=C2)=O)CC2CCN(CC2)C(=O)OC(C)(C)C)OC